[N+](=O)([O-])C1=CC=C(OCCC(C=2OC=CC2)NC)C=C1 3-(4-Nitrophenoxy)-1-(furan-2-yl)-N-methylpropylamine